ClCC1=CC(=NC(=C1)F)C1C(NC(CC1)=O)=O 3-(4-(Chloromethyl)-6-fluoropyridin-2-yl)piperidine-2,6-dione